L-rhamnopyranosyl-L-rhamnopyranosyl-β-hydroxytetradecanoyl-β-hydroxytetradecanoate C1([C@H](O)[C@H](O)[C@@H](O)[C@@H](O1)C)C(C(C(=O)[O-])(C(C(CCCCCCCCCCCC)O)=O)C1[C@H](O)[C@H](O)[C@@H](O)[C@@H](O1)C)(CCCCCCCCCCC)O